ClC=1C=C(C#N)C=C(C1N1N=CC=2C=NC(=CC21)NC2=NC(=NC(=C2)NCCO)C)F 3-chloro-5-fluoro-4-(6-((6-((2-hydroxyethyl)amino)-2-methylpyrimidin-4-yl)amino)-1H-pyrazolo[4,3-c]pyridin-1-yl)benzonitrile